2-fluoro-4-methylsulfonyl-aniline FC1=C(N)C=CC(=C1)S(=O)(=O)C